(tert-Butoxycarbonyl)-1-cyclopropyl-2-oxo-1,2-dihydropyridine-4-carboxylic acid lithium [Li].C(C)(C)(C)OC(=O)C=1C(N(C=CC1C(=O)O)C1CC1)=O